1-(3-(2-(7,8-dimethyl-[1,2,4]triazolo[1,5-a]pyridin-6-yl)-3-isopropyl-1H-indol-5-yl)piperidin-1-yl)-2-(methylamino)ethan-1-one CC1=C(C=2N(C=C1C=1NC3=CC=C(C=C3C1C(C)C)C1CN(CCC1)C(CNC)=O)N=CN2)C